[N+](=O)([O-])NN1N=NN=C1N[N+](=O)[O-] 1,5-Dinitroaminotetrazole